C(C)OC=1C=C(C=CC1OC)[C@@H](CS(=O)(=O)C)N (S)-2-(3-ethoxy-4-methoxyphenyl)-1-(methylsulfonyl)-eth-2-ylamine